CN1[C@H]([C@@H](C1)C)COC=1C=NN(C1C1=CC=2N(C=C1)N=C(C2)NC(=O)C2CC2)C N-(5-(4-(((2R,3R)-1,3-Dimethylazetidin-2-yl)methoxy)-1-methyl-1H-pyrazol-5-yl)pyrazolo[1,5-a]pyridin-2-yl)cyclopropanecarboxamide